C(#N)C1=CC2=C(C=C1)C1=NC=C(C(=C1O2)NC(C)C)C2=NN=C(S2)N2CCN(CC2)CC2CCN(CC2)C2=CC(=C(C(=O)NC1C(NC(CC1)=O)=O)C=C2)F 4-(4-((4-(5-(7-cyano-4-(isopropylamino)benzofurano[3,2-b]pyridin-3-yl)-1,3,4-thiadiazol-2-yl)piperazin-1-yl)methyl)piperidin-1-yl)-N-(2,6-dioxopiperidin-3-yl)-2-fluorobenzamide